NC1=C(C=C(C=N1)C=1C=C2N(N1)CCC21CN(C1)C(=O)NC(C)(C)C1=CC=NC=C1)C#N 2'-(6-amino-5-cyanopyridin-3-yl)-N-[2-(pyridin-4-yl)propan-2-yl]-5',6'-dihydrospiro[azetidine-3,4'-pyrrolo[1,2-b]pyrazole]-1-carboxamide